BrC=1C=CC=C2C=C(C(NC12)=O)CC1=CC(=CC=C1)OC(F)(F)F 8-Bromo-3-(3-(trifluoromethoxy)benzyl)quinolin-2(1H)-one